N1(CCNCC1)C(=O)OC(C)(C)C 1-Piperazinecarboxylic acid, 1,1-dimethylethyl ester